C(C)N(S(=O)(=O)C=1SC(=CC1)N1CCOCC1)C(C(F)(F)F)C1=CC=C(C=C1)F N-ethyl-5-morpholino-N-(2,2,2-trifluoro-1-(4-fluorophenyl)ethyl)thiophene-2-sulfonamide